N,N-di-tert-butyl-ethylenediamine C(C)(C)(C)N(CCN)C(C)(C)C